1-(2-hydroxyethyl)-1-benzyl-imidazolinium chloride tert-butyl-6-(3-((tosyloxy)methyl)oxetan-3-yl)-3,4-dihydro-1,5-naphthyridine-1(2H)-carboxylate C(C)(C)(C)OC(=O)N1CCCC2=NC(=CC=C12)C1(COC1)COS(=O)(=O)C1=CC=C(C)C=C1.[Cl-].OCC[N+]1(C=NCC1)CC1=CC=CC=C1